FC1=CC=C(C=C1)C1=NN(C=C1C=1C2=C(N=CN1)OC(=C2)C2=CC=CC=C2)[C@@H]2C[C@H](N(C2)C(=O)OC(C)(C)C)C tert-butyl (2R,4R)-4-(3-(4-fluorophenyl)-4-(6-phenylfuro[2,3-d]pyrimidin-4-yl)-1H-pyrazol-1-yl)-2-methylpyrrolidine-1-carboxylate